ClC1=CC=C2C=C(N=CC2=C1)NC(=O)[C@H]1OC[C@@H](CC1)NC(COC1=CC=C(C=C1)C(F)(F)F)=O (2S,5R)-N-(7-chloro-3-isoquinolyl)-5-[[2-[4-(trifluoromethyl)phenoxy]acetyl]amino]tetrahydropyran-2-carboxamide